5-bromo-N-{(2RS)-1-(2,4-dimethylphenyl)-3-[(1,3-dioxo-1,3-dihydro-2H-isoindol-2-yl)oxy]propan-2-yl}-2-(tri-fluoromethyl)isonicotinamide BrC1=CN=C(C=C1C(=O)N[C@H](CC1=C(C=C(C=C1)C)C)CON1C(C2=CC=CC=C2C1=O)=O)C(F)(F)F |r|